2-(4-(3-methoxyphenyl)-1H-pyrazol-1-yl)-4-morpholinopyrido[3,2-d]pyrimidine-7-carboxylic acid COC=1C=C(C=CC1)C=1C=NN(C1)C=1N=C(C2=C(N1)C=C(C=N2)C(=O)O)N2CCOCC2